C(C)(C)(C)OC(=O)N1[C@@H](CC(=C1)C1=CC=C(C=C1)C(F)(F)F)C(=O)O (S)-1-(tert-Butoxyformyl)-4-(4-(trifluoromethyl)phenyl)-2,3-dihydro-1H-pyrrole-2-carboxylic acid